OC[C@H]1N(CCC1)C(=O)OCC1=CC=C(C=C1)NC([C@H](C)NC([C@H](C(C)C)NC(=O)OC(C)(C)C)=O)=O {4-[(2S)-2-[(2S)-2-{[(tert-butoxy)carbonyl]amino}-3-methylbutanamido]propanamido]phenyl}methyl (2S)-2-(hydroxymethyl)pyrrolidine-1-carboxylate